5-fluoro-o-phenylenediamine FC=1C=CC(=C(C1)N)N